(Z)-4-DODECENAL C(CC\C=C/CCCCCCC)=O